C1=2N(CC=3C=CC=CC3C#CC2C=CC=C1)C(CCC(=O)ON1C(CCC1=O)=O)=O 2,5-dioxopyrrolidin-1-yl 4-{2-azatricyclo[10.4.0.0{4,9}]hexadeca-1(12),4(9),5,7,13,15-hexaen-10-yn-2-yl}-4-oxobutanoate